C(C)(C)(C)NC(=O)C1(C(CC[C@H](C1)CCB1OC(C(O1)(C)C)(C)C)CNC(OCC1=CC=CC=C1)=O)N(C(C)=O)C Benzyl (((4R)-2-(tert-butylcarbamoyl)-2-(N-methylacetamido)-4-(2-(4,4,5,5-tetramethyl-1,3,2-dioxaborolan-2-yl)ethyl)cyclohexyl)methyl)carbamate